C(C)(C)(C)OC(=O)C=1C=NC(=CC1C1=CC(=NC=C1OC)C(F)F)C(C(=O)OC(C)(C)C)C#N 6-(2-(tert-butoxy)-1-cyano-2-oxoethyl)-2'-(difluoromethyl)-5'-methoxy-[4,4'-bipyridine]-3-carboxylic acid tert-butyl ester